t-heptylperoxy sec-butyl monocarbonate C(OOOC(C)(C)CCCC)(OC(C)CC)=O